C(C\C=C/CCO)O (Z)-hex-3-ene-1,6-diol